NCC1=CC(=C(N=N1)F)C1C(NC(CC1)=O)=O 3-(6-(Aminomethyl)-3-fluoropyridazin-4-yl)piperidine-2,6-dione